NCC(=O)O.C(C)N1CN(C=C1)C 1-ethyl-3-methylimidazole aminoacetate